[N+](=O)([O-])C[C@H](C1=C(NC2=CC=CC=C12)C1=CC=CC=C1)C1=CC=C(C=C1)B(O)O (S)-(4-(2-nitro-1-(2-phenyl-1H-indol-3-yl)ethyl)phenyl)boronic acid